Cl.Cl.FC1=C(C(=CC(=C1)C=1C2=CN(N=C2C=CC1)C([2H])([2H])[2H])F)CN (2,6-difluoro-4-(2-(methyl-d3)-2H-indazol-4-yl)phenyl)methanamine dihydrochloride salt